(2-(benzyloxy)pyridin-4-yl)propan-1-ol ethyl-1-[(4-fluorophenyl)methyl]-4-hydroxy-2-oxo-1,8-naphthyridine-3-carboxylate C(C)C1=C2C(=C(C(N(C2=NC=C1)CC1=CC=C(C=C1)F)=O)C(=O)OC(CC)C1=CC(=NC=C1)OCC1=CC=CC=C1)O